C1(CCCC1)N1C(C(=CC2=C1N=C(N=C2)NC2=NC=C(C=C2)C2CCN(CC2)CC2CCC(CC2)CO)C#N)=O 8-cyclopentyl-2-((5-(1-(((1s,4s)-4-(hydroxymethyl)cyclohexyl)methyl)piperidin-4-yl)pyridin-2-yl)amino)-7-oxo-7,8-dihydropyrido[2,3-d]pyrimidine-6-carbonitrile